C12CN(CC(CC1)N2)C2=NC(=NC1=C(C(=C(C=C21)C(F)(F)F)C2=CC=C(C=1SC(=C(C12)C#N)N)F)F)OCC1(COC1)CC 4-(4-(3,8-diazabicyclo[3.2.1]octan-3-yl)-2-((3-ethyloxetan-3-yl)methoxy)-8-fluoro-6-(trifluoromethyl)quinazolin-7-yl)-2-amino-7-fluorobenzo[b]thiophene-3-carbonitrile